C(CCCCCCCCCCCCCCCCC)OC(CCC1=CC(=C(C(=C1)C(C)(C)C)O)C(C)(C)C)=O Octadecyl-3-(3,5-di-tert-butyl-4-hydroxyphenyl)propionat